N-(2-(cyclopropylsulfonyl)ethyl)-4-(5-(4-fluorophenyl)-6-(tetrahydro-2H-pyran-4-yl)-1,5-dihydropyrrolo[2,3-f]indazol-7-yl)benzamide C1(CC1)S(=O)(=O)CCNC(C1=CC=C(C=C1)C1=C(N(C=2C=C3C=NNC3=CC21)C2=CC=C(C=C2)F)C2CCOCC2)=O